N1=NC=C2C1=CC=CO2 pyrazolopyrAn